C(\C=C/C(=O)O)(=O)O.C(CCCCC)N(C1=C(C=C(C=C1)N1C(=NC(=CC1=O)C)C)F)CCCCCC 3-(4-(dihexylamino)-3-fluorophenyl)-2,6-dimethylpyrimidin-4(3H)-one maleate